ClC=1C(=C(CN2[C@@H](C[C@@](CC2)(C(=O)O)CC2=NC(=CC(=C2F)C(C(C)(C)C)=O)NC2=NNC(=C2)C)C)C=CC1)F (2R,4R)-1-(3-chloro-2-fluorobenzyl)-4-((3-fluoro-6-((5-methyl-1H-pyrazol-3-yl)amino)-4-pivaloylpyridin-2-yl)methyl)-2-methyl-piperidine-4-carboxylic acid